C(#N)C1=C(C=C(C=N1)N1C(N(C(C1=O)(C)C)CCC(=O)OC(C)C)=S)OC isopropyl 3-(3-(6-cyano-5-methoxypyridin-3-yl)-5,5-dimethyl-4-oxo-2-thioxoimidazolidin-1-yl)propanoate